FC(C1(CC1)CN1C=NC2=C1C=C(C=C2)C(=O)[O-])F 3-[[1-(difluoromethyl)cyclopropyl]methyl]benzimidazole-5-carboxylate